3-(5-((5,6-dimethyl-1H-benzo[d]imidazol-2-yl)amino)-2-methylphenyl)-1-methyl-7-((6-methylpyridin-3-yl)amino)-3,4-dihydropyrimido[4,5-d]pyrimidin-2(1H)-one CC1=CC2=C(NC(=N2)NC=2C=CC(=C(C2)N2C(N(C3=NC(=NC=C3C2)NC=2C=NC(=CC2)C)C)=O)C)C=C1C